Cl.CCC(CC)OC([C@H](CC)N)=O (S)-2-aminobutyric acid pentan-3-yl ester hydrochloride